hexaanimine copper [Cu].C(CCCCC)=N